4-((5-(1,6-dimethyl-1H-pyrazolo[3,4-b]pyridin-4-yl)-3-methyl-4,5,6,7-tetrahydro-1H-pyrazolo[4,3-c]pyridin-1-yl)methyl)-N-(1-methoxypropan-2-yl)bicyclo[2.2.2]octan-1-amine CN1N=CC=2C1=NC(=CC2N2CC1=C(CC2)N(N=C1C)CC12CCC(CC1)(CC2)NC(COC)C)C